FC1=C(C=CC2=C1CNS2(=O)=O)NC2=NNC(=C2)C2CC(CC2)N2N=CC=C(C2=O)C 2-(3-(3-((4-fluoro-1,1-dioxido-2,3-dihydrobenzo[d]isothiazol-5-yl)amino)-1H-pyrazol-5-yl)cyclopentyl)-4-methylpyridazin-3(2H)-one